The molecule is a monoalkyl phosphate in which the alkyl group specified is perfluorodecyl. It has a role as an environmental contaminant and a xenobiotic. C(COP(=O)(O)O)C(C(C(C(C(C(C(C(F)(F)F)(F)F)(F)F)(F)F)(F)F)(F)F)(F)F)(F)F